C(C=C)N1N=NN=C1NC(C1=C(N=C(C=C1)C(F)(F)F)COCC1=NN(C(=N1)C(F)F)C)=O N-(1-allyl-1H-tetrazol-5-yl)-2-(((5-(difluoromethyl)-1-methyl-1H-1,2,4-triazol-3-yl)methoxy)methyl)-6-(trifluoromethyl)nicotinamide